FC=1C=C(C=CC1C1=C(C(=C(C=C1)F)F)F)C1=CCC(CC1)C1OCC(CO1)CCC 2-[4-[3-fluoro-4-(2,3,4-trifluorophenyl)phenyl]cyclohex-3-en-1-yl]-5-propyl-1,3-dioxane